CC1(OC[C@H](O1)COC1=NN(C(=C1C)NC(=O)N[C@@H]1CN(C[C@H]1C1=CC(=C(C(=C1)F)F)F)CCOC)C1=CC=CC=C1)C 1-(3-(((R)-2,2-dimethyl-1,3-dioxolan-4-yl)methoxy)-4-methyl-1-phenyl-1H-pyrazol-5-yl)-3-((3S,4R)-1-(2-methoxyethyl)-4-(3,4,5-trifluorophenyl)pyrrolidin-3-yl)urea